FC(C(=O)N[C@@H](C(C)C)C(=O)OCOC(N(C)[C@]1(C(CCCC1)=O)C1=C(C=CC=C1)Cl)=O)(F)F ((((S)-1-(2-chlorophenyl)-2-oxocyclohexyl)(methyl)carbamoyl)oxy)methyl (2,2,2-trifluoroacetyl)-L-valinate